NC1=NC(=CC(=C1)N1C(COCCC1)C1=CC2=C(SCC(N2)=O)C=C1Cl)C 6-(4-(2-amino-6-methylpyridin-4-yl)-1,4-oxazepan-3-yl)-7-chloro-2H-benzo[b][1,4]thiazin-3(4H)-one